(4-(3-hydroxypropan-1-yn-1-yl)-1-carbonyl-isoindolin-2-yl)piperidine-2,6-dione OCC#CC1=C2CN(C(C2=CC=C1)=C=O)N1C(CCCC1=O)=O